O=C1NC(CCC1N1C(C2=CC=C(C=C2C1=O)N1CCC(CC1)CCC(=O)N1CCC(CC1)C1=CC=C(C(=O)NC2=CC3=C(NC(=N3)CN3[C@H](CCC3)C)C=C2)C=C1)=O)=O 4-(1-(3-(1-(2-(2,6-dioxopiperidin-3-yl)-1,3-dioxoisoindolin-5-yl)piperidin-4-yl)propanoyl)piperidin-4-yl)-N-(2-(((S)-2-methylpyrrolidin-1-yl)methyl)-1H-benzo[d]imidazol-5-yl)benzamide